Methyl 2-(4-(4-(((5-((4-(acetamidomethyl)piperidin-1-yl)methyl)-3',5'-dichloro-[1,1-biphenyl]-3-yl)methyl)amino)phenyl)piperidin-1-yl)acetate C(C)(=O)NCC1CCN(CC1)CC=1C=C(C=C(C1)C1=CC(=CC(=C1)Cl)Cl)CNC1=CC=C(C=C1)C1CCN(CC1)CC(=O)OC